FC1=C(C=CC=C1)[C@@H]([C@@H](C(=O)N(C)C)NC1=CC=CC=C1)C (2S,3S)-3-(2-Fluorophenyl)-N,N-dimethyl-2-(phenylamino)butanamide